1-(tert-butyl)-4-((5-phenylpyrimidin-2-yl)methyl)piperazine-2,3-dione C(C)(C)(C)N1C(C(N(CC1)CC1=NC=C(C=N1)C1=CC=CC=C1)=O)=O